2-(5-vinylpyridin-2-yl)-4-chlorobenzoic acid C(=C)C=1C=CC(=NC1)C1=C(C(=O)O)C=CC(=C1)Cl